BrC=1C=C(C=C(C1)O)C(=O)C1=CC=CC=C1 (3-bromo-5-hydroxyphenyl)(phenyl)methanone